C(#CCCCCCCC)O nonynyl alcohol